COC=1C=CC2=C(N(C(S2)=O)C2=NC=C(C=C2)C(F)(F)F)C1 5-methoxy-3-(5-(trifluoromethyl)pyridin-2-yl)benzothiazol-2(3H)-one